(3-methoxy-4-((2-oxo-2,3-dihydro-1H-benzo[d]imidazol-1-yl)methyl)benzyl)acetamide COC=1C=C(CCC(=O)N)C=CC1CN1C(NC2=C1C=CC=C2)=O